racemic-tert-butyl 3-[(4-bromophenyl)methyl]pyrrolidine-1-carboxylate BrC1=CC=C(C=C1)C[C@H]1CN(CC1)C(=O)OC(C)(C)C |r|